The molecule is a member of the class of phosphonic acids that is methylphosphonic acid in which one of the methyl hydrogens has been replaced by a 2-(6-amino-9H-purin-9-yl)ethoxy group. An inhibitor of HIV-1 reverse transcriptase, the bis(t-butoxycarbonyloxymethyl) ester (dipivoxil ester) prodrug is used to treat chronic hepatitis B viral infection. It has a role as a HIV-1 reverse transcriptase inhibitor, a drug metabolite, an antiviral drug, a nephrotoxic agent and a DNA synthesis inhibitor. It is a member of 6-aminopurines, an ether and a member of phosphonic acids. It derives from an adenine. It is a conjugate acid of an adefovir(1-). C1=NC(=C2C(=N1)N(C=N2)CCOCP(=O)(O)O)N